6-azido-4-methyl-6,7,8,9-tetrahydropyrazolo[1,5-a][1,3]diazocine-5(4H)-one N(=[N+]=[N-])C1C(N(C=2N(CCC1)N=CC2)C)=O